N-(4-(5-(2-(4-fluoropiperidin-1-yl)-6-methylpyrimidin-4-yl)-1,3,4-oxadiazol-2-yl)-3-(6-azaspiro[2.5]octan-6-yl)phenyl)-2-hydroxyethanesulfonamide FC1CCN(CC1)C1=NC(=CC(=N1)C1=NN=C(O1)C1=C(C=C(C=C1)NS(=O)(=O)CCO)N1CCC2(CC2)CC1)C